5-bromo-3-ethylsulfanyl-N-[1-methyl-5-(trifluoromethylsulfanyl)-2-pyridylidene]pyridine-2-carboxamide BrC=1C=C(C(=NC1)C(=O)N=C1N(C=C(C=C1)SC(F)(F)F)C)SCC